5-chloro-2-((4-(4-(dimethylamino)piperidin-1-yl)-3-fluorophenyl)amino)pyrimidine methyl-1-methyl-2-methyl-2-methacryloyloxyethyl-hexamethylenedicarbamate CN(C(O)=O)CCCCCCN(C(O)=O)C(C(OC(C(=C)C)=O)C)C.ClC=1C=NC(=NC1)NC1=CC(=C(C=C1)N1CCC(CC1)N(C)C)F